CC1CCN(CC1)CCN 2-(4-methyl-1-piperidyl)ethanamine